(R)-3-(2-amino-3-phenylpropoxy)-6-methoxypyridine methyl-formate hydrochloride Cl.COC=O.N[C@@H](COC=1C=NC(=CC1)OC)CC1=CC=CC=C1